FC(C=1C=NC(=NC1)C=1C=C2C=CN(C(C2=CC1F)=O)C[C@H]1C[C@H](CCC1)NC=1C=NNC(C1C(F)(F)F)=O)F 6-(5-(difluoromethyl)pyrimidin-2-yl)-7-fluoro-2-(((1R,3S)-3-((6-oxo-5-(trifluoromethyl)-1,6-dihydropyridazin-4-yl)amino)cyclohexyl)methyl)isoquinolin-1(2H)-one